1,3,5-triethyl-hexahydro-1,3,5-triazine C(C)N1CN(CN(C1)CC)CC